1-(3-(3-methoxy-1H-pyrazolo[3,4-b]pyridin-5-yl)bicyclo[1.1.1]pentan-1-yl)-1-methyl-3-(1-methyl-2-oxo-5-(trifluoromethyl)-1,2-dihydropyridin-3-yl)urea COC1=NNC2=NC=C(C=C21)C21CC(C2)(C1)N(C(=O)NC=1C(N(C=C(C1)C(F)(F)F)C)=O)C